[Fe].[P].[F] fluorine phosphorus iron